Diethoxymethyl-(4-isopropenylphenyl)silane C(C)OC(OCC)[SiH2]C1=CC=C(C=C1)C(=C)C